Cl.Cl.N[C@@H]1CN(C[C@@H](C1)C)C1=C(C=NC=C1)NC(C1=C(C(=C(C=C1)F)C=1C(=C2C=CNC2=CC1F)F)F)=O N-(4-((3S,5R)-3-amino-5-methylpiperidin-1-yl)pyridin-3-yl)-3-(4,6-difluoro-1H-indole-5-yl)-2,4-difluorobenzamide dihydrochloride